OCC=1C=CC(=NC1)S(=O)(=O)N(CC1=CC=C(C=C1)OC)CC1=CC=C(C=C1)OC 5-(hydroxymethyl)-N,N-bis[(4-methoxyphenyl)methyl]pyridine-2-sulfonamide